C(C)(C)(C)CC(CC(=O)[O-])=O.C(C)(C)(C)CC(CC(=O)[O-])=O.[Cu+2] copper (II) bis(t-butyl acetoacetate)